methyl (2R)-3-(5-(7-((2-hydroxyethyl)sulfonyl)-2,6,6-trimethyl-1-(2-methylhydrazineyl)-1-oxoheptan-2-yl)thiophen-2-yl)-2-methylpropanoate OCCS(=O)(=O)CC(CCCC(C(=O)NNC)(C)C1=CC=C(S1)C[C@H](C(=O)OC)C)(C)C